(4-(((4-(trifluoromethoxy)benzyl)oxy)methyl)-7-azabicyclo[2.2.1]heptan-1-yl)methanol FC(OC1=CC=C(COCC23CCC(CC2)(N3)CO)C=C1)(F)F